NS(=NC(CC1=C(C(=C(C=C1C(C)C)C#N)F)C(C)C)=O)(=O)C1=CN=C(S1)[C@](CO)(C)O |o1:27| N-(amino(2-((R or S)-1,2-dihydroxypropan-2-yl)thiazol-5-yl)(oxo)-λ6-sulfaneylidene)-2-(4-cyano-3-fluoro-2,6-diisopropylphenyl)acetamide